C1=CC=CC=2C3=CC=CC=C3C(C12)COC(=O)N([C@@H](CC(=O)O)C(N1CCCCC1)=O)C (3S)-3-[9H-fluorene-9-ylmethoxycarbonyl-(methyl)amino]-4-oxo-4-piperidine-1-ylbutanoic acid